C(C)(C)(C)C1=CC=CC(=C1O)C(C)C 6-tertiary butyl-2-isopropyl-phenol